4-(6-(4-Chloro-7-oxo-5,7-dihydro-6H-pyrrolo[3,4-b]pyridin-6-yl)-6-(2,5-difluorophenyl)hexa-1,3-diyn-1-yl)-1H-pyrrole ClC1=C2C(=NC=C1)C(N(C2)C(CC#CC#CC=2C=CNC2)C2=C(C=CC(=C2)F)F)=O